C(C=CC=C)SCCNC(CCNC([C@@H](C(COP(OP(OC[C@@H]1[C@H]([C@H]([C@@H](O1)N1C=NC=2C(N)=NC=NC12)O)OP(=O)(O)O)(=O)O)(=O)O)(C)C)O)=O)=O 2,4-pentadienyl-CoA